FC1(CN(CCC1)C1=NC(=CC(=N1)NC(C1=C(C=C(C=C1)NS(=O)(=O)CCO)N1CCC2(CC2)CC1)=O)C)F N-(2-(3,3-Difluoropiperidin-1-yl)-6-methylpyrimidin-4-yl)-4-((2-hydroxyethyl)sulfonamido)-2-(6-azaspiro[2.5]octan-6-yl)benzamide